FC(F)(F)C1=C(C=C(C=C1N)N)C1=CC=C(C=C1)F trifluoromethyl-4'-fluoro-3,5-diaminobiphenyl